4-succinimidyloxycarbonyl-α-methyl-α-(2-pyridylthio)-toluene C1(CCC(N1OC(=O)C1=CC=C(C(SC2=NC=CC=C2)C)C=C1)=O)=O